COC=1C=C2C(=CNC2=CC1)C=C1C(NC2=CC=C(C=C12)NC(CCN1CCCCC1)=O)=O N-[2,3-Dihydro-3-[(5-methoxy-1H-indol-3-yl)methylene]-2-oxo-1H-indol-5-yl]-1-piperidinepropanamide